6-(Acetoxymethyl)-5-(4-fluorophenyl)-4-hydroxynicotinic acid C(C)(=O)OCC1=NC=C(C(=O)O)C(=C1C1=CC=C(C=C1)F)O